ClC=1C=C(C(=O)N[C@@H](CO)CC2=CC=CC=C2)C(=CN1)Cl |r| 2,5-dichloro-N-[(2RS)-1-hydroxy-3-phenylpropan-2-yl]isonicotinamide